C(C1=CC=CC=C1)N1CC=2N(C(C1)CCNC(C(C)C)=O)N=CC2 N-(2-(5-benzyl-4,5,6,7-tetrahydropyrazolo[1,5-a]pyrazin-7-yl)ethyl)isobutyramide